COC1=C(C=CC(=C1)OC)CN(C=1N=C2C=C(C=NC2=C(C1)C)B(O)O)CC1=C(C=C(C=C1)OC)OC [6-[bis[(2,4-dimethoxyphenyl)methyl]amino]-8-methyl-1,5-naphthyridin-3-yl]boronic acid